8-(4-chloro-2-fluoro-phenyl)-2,3-dimethyl-6-[8-(1-methylpyrazol-3-yl)-6-azaspiro[3.4]octan-6-yl]pyrimido[5,4-d]pyrimidin-4-one ClC1=CC(=C(C=C1)C1=NC(=NC2=C1N=C(N(C2=O)C)C)N2CC1(CCC1)C(C2)C2=NN(C=C2)C)F